C1(=C(C=CC=C1)NC1=CC(=CC(=C1)C(C)(C)C)NC1=C(C=CC=C1)C1=CC(=CC=C1)C1=CC=CC=C1)C1=CC(=CC=C1)C1=CC=CC=C1 N1,N3-bis([1,1':3',1''-terphenyl]-2-yl)-5-(tert-butyl)benzene-1,3-diamine